FC(C1=CC=C(C=C1)C1=NOC(=N1)CNC(OC(C)(C)C)=O)(F)F tert-butyl ((3-(4-(trifluoromethyl)phenyl)-1,2,4-oxadiazol-5-yl)methyl)carbamate